ClC1=C(C(=O)C2C(C2)(CCC(=O)O)N)C=CC(=C1)Cl 2,4-dichlorobenzoyl-aminocyclopropanepropionic acid